Adenosine tetraacetate C(C)(=O)O.C(C)(=O)O.C(C)(=O)O.C(C)(=O)O.[C@@H]1([C@H](O)[C@H](O)[C@@H](CO)O1)N1C=NC=2C(N)=NC=NC12